1,3,5-tris(dimethylcarbamoylthio)benzene CN(C(=O)SC1=CC(=CC(=C1)SC(N(C)C)=O)SC(N(C)C)=O)C